CC(C=C)OC1=C(C(=O)OC)C=C(C=C1)F methyl 2-(but-3-en-2-yloxy)-5-fluorobenzoate